[Na].CC1=C(C=C(C=C1)C)O 2,5-dimethylphenol sodium salt